tert-butyl ((1R,3R)-3-((5-propylpyrazolo[1,5-a]pyrimidin-7-yl)amino)cyclopentyl)carbamate C(CC)C1=NC=2N(C(=C1)N[C@H]1C[C@@H](CC1)NC(OC(C)(C)C)=O)N=CC2